C(CCC)C=1[N+](=CN(C1)CCO)CCO 4-n-butyl-1,3-bis(2-hydroxyethyl)imidazolium